6-O-(E)-cinnamoyl-beta-D-glucopyranose C(\C=C\C1=CC=CC=C1)(=O)OC[C@@H]1[C@H]([C@@H]([C@H]([C@H](O)O1)O)O)O